CCS(=O)(=O)OC=1C(=NN(C1OC(F)F)C)C(F)(F)F [5-(difluoromethoxy)-1-methyl-3-(trifluoromethyl)-1H-pyrazol-4-yl] methyl-methylsulfonate